FC(C=1C=NC(=NC1)C=1C=C2C=CNC(C2=CC1)=O)(F)F 6-[5-(trifluoromethyl)pyrimidin-2-yl]isoquinolin-1-one